NC=1OC2=C(C=NC=C2[C@@H]2C[C@@H](OCC2)C(=O)N2[C@H](C3=C(C=C(C=C3CC2)Cl)Cl)C)N1 ((2R,4S)-4-(2-aminooxazolo[4,5-c]pyridin-7-yl)tetrahydro-2H-pyran-2-yl)((S)-6,8-dichloro-1-methyl-3,4-dihydroisoquinolin-2(1H)-yl)methanone